(R)-N-(4-fluoropyrazolo[1,5-a]pyridin-5-yl)-7-(1-methyl-1H-pyrazol-4-yl)-6-(1-(pyrimidin-2-yl)ethoxy)quinazolin-4-amine FC=1C=2N(C=CC1NC1=NC=NC3=CC(=C(C=C13)O[C@H](C)C1=NC=CC=N1)C=1C=NN(C1)C)N=CC2